4-Methoxy-N-(cis-4-methoxycyclohexyl)-5-(quinoxalin-6-yl)-7H-pyrrolo[2,3-d]pyrimidin-2-amine COC=1C2=C(N=C(N1)N[C@@H]1CC[C@@H](CC1)OC)NC=C2C=2C=C1N=CC=NC1=CC2